((6-(2,3-dichloro-6-hydroxyphenyl)-6,7-dihydro-5H-pyrrolo[2,1-c][1,2,4]triazol-3-yl)methyl)pyrrolidin-3-ol ClC1=C(C(=CC=C1Cl)O)C1CC2=NN=C(N2C1)CN1CC(CC1)O